3-(4-(((2R,3R,4R,5S)-3,4,5-tris(benzyloxy)-2-methylpiperidin-1-yl)methyl)piperidin-1-yl)pyridine C(C1=CC=CC=C1)O[C@@H]1[C@H](N(C[C@@H]([C@H]1OCC1=CC=CC=C1)OCC1=CC=CC=C1)CC1CCN(CC1)C=1C=NC=CC1)C